(+-)-trans-N-[8-amino-6-(2-oxo-3H-benzimidazol-1-yl)-3-isoquinolinyl]-2-cyano-cyclopropanecarboxamide NC=1C=C(C=C2C=C(N=CC12)NC(=O)[C@H]1[C@@H](C1)C#N)N1C(NC2=C1C=CC=C2)=O |r|